C(C)(C)(C)OC(=O)NC(O)=O.FC1=CC=C(C(=O)N[C@H](C(=O)NC2=CC=C(C=C2)S(=O)(=O)CC(C)(C)C)CC2=CC=CC=C2)C=C1 (S)-4-fluoro-N-(1-(4-(2,2-dimethyl-propylsulfonyl)phenylamino)-1-oxo-3-phenylpropan-2-yl)benzamide N-tertbutoxycarbonyl-carbamate